3-(benzyloxy)cyclopentanol C(C1=CC=CC=C1)OC1CC(CC1)O